BrC1=CC2=C(N=C(O2)COC)C(=C1)F 6-bromo-4-fluoro-2-(methoxymethyl)-1,3-benzoxazole